(S)-8-chloro-4-((3,4-dichloro-2-fluorophenyl)amino)-6-(((2-methylpyridin-3-yl)(1H-1,2,3-triazol-4-yl)methyl)amino)quinoline-3-carbonitrile ClC=1C=C(C=C2C(=C(C=NC12)C#N)NC1=C(C(=C(C=C1)Cl)Cl)F)N[C@H](C=1N=NNC1)C=1C(=NC=CC1)C